CNC(C1=C(C=CC=C1)SC1=CC=C2C(=NNC2=C1)\C=C\C1=NC=C(C=C1)OCC1NCCC1)=O N-methyl-2-({3-[(E)-2-{5-[(pyrrolidin-2-yl)methoxy]pyridin-2-yl}vinyl]-1H-indazol-6-yl}thio)benzamide